CN(CCOC=1C=CC(=C(C(=O)N[C@H](C)C2=CC(=NC3=CC=CC=C23)C=2SC(=CC2)C(F)(F)F)C1)C)C (R)-5-(2-(dimethylamino)ethoxy)-2-methyl-N-(1-(2-(5-(trifluoromethyl)thiophen-2-yl)quinolin-4-yl)ethyl)benzamide